C1=C(C=CC=2SC3=C(C21)C=CC=C3)C3=NC(=NC(=N3)C3=C(C(=C(C(=C3[2H])[2H])F)C3=NC(=NC(=N3)C3=CC=CC=C3)C3=CC=CC=C3)[2H])C3=CC=CC=C3 2-(dibenzo[b,d]thiophen-2-yl)-4-(3-(4,6-diphenyl-1,3,5-triazin-2-yl)-4-fluorophenyl-2,5,6-d3)-6-phenyl-1,3,5-triazine